FC(C1=NN(C(=C1)C)C1=NC(=CC=C1C(C)O)N1C=NC2=C1C=NC(=C2)NC=2N=NC(=CC2)C)F 1-[2-[3-(difluoromethyl)-5-methyl-pyrazol-1-yl]-6-[6-[(6-methylpyridazin-3-yl)amino]imidazo[4,5-c]pyridin-3-yl]-3-pyridyl]ethanol